Ethyl 2-(4-(3-bromophenyl)-4-methyl-5-oxo-5-(2-(trimethylsilyl)ethoxy)pentyl)cyclopropane-1-carboxylate BrC=1C=C(C=CC1)C(CCCC1C(C1)C(=O)OCC)(C(OCC[Si](C)(C)C)=O)C